4-(trifluoromethyl)-1H-pyrrole-3-carbaldehyde FC(C=1C(=CNC1)C=O)(F)F